S(OCC(CCCCCCCCCCC)CCC)([O-])=O sulfurous acid, 2-propyltridecyl ester